2-[[7-(4-cyano-3-methylphenyl)benzo[d]isothiazol-6-yl]thio]-2-methylpropanoic acid C(#N)C1=C(C=C(C=C1)C1=C(C=CC=2C=NSC21)SC(C(=O)O)(C)C)C